7-(trans-2-(5-(trans-2-(2-methoxy-4-dimethylaminophenyl)vinyl)thiophen-2-yl)vinyl)-2,1,3-benzothiadiazole-4-carbaldehyde COC1=C(C=CC(=C1)N(C)C)/C=C/C1=CC=C(S1)/C=C/C1=CC=C(C=2C1=NSN2)C=O